N-((1-Cyclopropyl-1H-pyrazol-4-yl)sulfonyl)-2-(4-fluoro-2-isopropyl-6-(2-methoxypyridin-4-yl)phenyl)acetamide, potassium salt [K].C1(CC1)N1N=CC(=C1)S(=O)(=O)NC(CC1=C(C=C(C=C1C1=CC(=NC=C1)OC)F)C(C)C)=O